The molecule is an L-tryptophan derivative that is the ester obtained by formal condensation of the carboxy group of L-tryptophan with the 3'-hydroxy group of AMP. It has a role as a Mycoplasma genitalium metabolite. It is an adenosine 5'-phosphate, a L-tryptophan derivative, an alpha-amino acid ester and a purine ribonucleoside 5'-monophosphate. It derives from an adenosine 5'-monophosphate. C1=CC=C2C(=C1)C(=CN2)C[C@@H](C(=O)O[C@@H]3[C@H](O[C@H]([C@@H]3O)N4C=NC5=C(N=CN=C54)N)COP(=O)(O)O)N